CS(=O)(=NCCC(F)(F)F)C1=C(N=C2N1C=C(C=C2)C2=NOC(=N2)C(F)(F)F)C methyl(2-methyl-6-(5-(trifluoromethyl)-1,2,4-oxadiazol-3-yl)imidazo[1,2-a]pyridin-3-yl)((3,3,3-trifluoropropyl)imino)-λ6-sulfanone